6,7-Dimethoxy-2-(2-(thiophen-3-yl)ethyl)-1,2,3,4-tetrahydroisoquinoline COC=1C=C2CCN(CC2=CC1OC)CCC1=CSC=C1